8-[(8aS)-6-Chloro-4-fluoro-10-(prop-2-enoyl)-8,8a,9,10,11,12-hexahydropyrazino[2',1':3,4][1,4]oxazepino[5,6,7-de]quinazolin-5-yl]isoquinolin-1(2H)-one ClC1=C2C3=C(N=CN=C3C(=C1C=1C=CC=C3C=CNC(C13)=O)F)N1[C@H](CO2)CN(CC1)C(C=C)=O